(7S)-2-(((1-(2,3-dihydro-1H-inden-2-yl)-1H-pyrazol-4-yl)methyl)amino)-4,7,8-trimethyl-7,8-dihydropteridin-6(5H)-one C1C(CC2=CC=CC=C12)N1N=CC(=C1)CNC1=NC=2N([C@H](C(NC2C(=N1)C)=O)C)C